1-({(2S,4S)-2-[2-chloro-4-(4-chlorophenoxy)phenyl]-4-methyl-1,3-dioxolan-2-yl}methyl)-1H-1,2,4-triazole ClC1=C(C=CC(=C1)OC1=CC=C(C=C1)Cl)[C@@]1(OC[C@@H](O1)C)CN1N=CN=C1